NC1=C(C2=CC=CC=C2C=C1)C(=O)O 2-amino-1-naphthoic acid